O=C1NC(CCC1N1CC2=CC=C(C=C2C1=O)CNC(OCC1CN(C1)S(=O)(=O)C)=O)=O (1-methanesulfonylazetidin-3-yl)methyl N-{[2-(2,6-dioxopiperidin-3-yl)-3-oxo-2,3-dihydro-1H-isoindol-5-yl]methyl}carbamate